C(C#C)(=O)OCCOC(C#C)=O Ethane-1,2-diyl dipropiolate